1-[(1R)-2,2-difluorocyclopropyl]-6-fluoro-5-iodo-1,3-benzodiazole FC1([C@@H](C1)N1C=NC2=C1C=C(C(=C2)I)F)F